C(#N)C1(CC1)NS(=O)(=O)C1=CC=C2C3=C(N(C2=C1)C=1SC(=NN1)C(F)F)N=CN=C3N3C[C@@H]1COCCN1CC3 (R)-N-(1-cyanocyclopropyl)-9-(5-(di-fluoromethyl)-1,3,4-thiadiazol-2-yl)-4-(hexahydropyrazino[2,1-c][1,4]oxazin-8(1H)-yl)-9H-pyrimido[4,5-b]indole-7-sulfonamide